2,4,5-trimethylbenzoic acid CC1=C(C(=O)O)C=C(C(=C1)C)C